7-[2-[(4-bromobenzoyl)amino]acetyl]-N-[(5-cyano-3-thienyl)methyl]-1,4-dioxa-7-azaspiro[4.4]nonane-8-carboxamide BrC1=CC=C(C(=O)NCC(=O)N2CC3(OCCO3)CC2C(=O)NCC2=CSC(=C2)C#N)C=C1